C(CCCCCCCCCCCCCCC)(=O)N[C@@H]([C@@H](C)CC)C(=O)O N-hexadecoyl-isoleucine